FC1([C@@H]([C@@H](N(C1)C(=O)[C@@H]1OCC1)CC=1C(=C(C=CC1)C1=CC(=CC(=C1)F)F)F)NS(N(C)C)(=O)=O)F N'-{(2S,3R)-4,4-difluoro-1-[(2R)-oxetane-2-carbonyl]-2-[(2,3',5'-trifluoro[1,1'-biphenyl]-3-yl)methyl]pyrrolidin-3-yl}-N,N-dimethylsulfuric diamide